O=C1O[C@H]([C@@H]2COC3=C(N21)C=CC(=C3)S(=O)(=O)N3CCNCC3)CNC(OC(C)(C)C)=O tert-Butyl N-[[cis-1-oxo-7-piperazin-1-ylsulfonyl-3a,4-dihydro-3H-oxazolo[4,3-c][1,4]benzoxazin-3-yl]methyl]carbamate